C(#N)N1C(CC(C1)OC)C(=O)N(C=1SC=C(N1)C1=CC=CC=C1)C 1-Cyano-4-methoxy-N-methyl-N-(4-phenylthiazol-2-yl)pyrrolidine-2-carboxamide